C(C1CO1)C(N)(C=1C=C(C=CC1)C(N)(CC1CO1)CC1CO1)CC1CO1 tetraglycidyl-1,3-benzenedi(methylamine)